Pentaerythritol Tetrakis(4-Mercaptobutyrate) SCCCC(=O)OCC(COC(CCCS)=O)(COC(CCCS)=O)COC(CCCS)=O